C(C)N1N=CC=C1C1=CC(=CC=2N(N=NC21)C/C(=C/CN)/F)C(F)(F)F (Z)-4-(4-(1-ethyl-1H-pyrazol-5-yl)-6-(trifluoromethyl)-1H-benzo[d][1,2,3]triazol-1-yl)-3-fluorobut-2-en-1-amine